(4aS,13bR)-4-methyl-10-(trifluoromethyl)-1,2,3,4,4a,5,6,13b-octahydro-8H-[1,6]naphthyridino[5,6-b]quinazolin-8-one CN1CCC[C@@H]2[C@@H]1CCN1C2=NC2=CC=C(C=C2C1=O)C(F)(F)F